C([O-])([O-])=O.[K+].C=12C(=CC=C3OC4=C(C31)C=CC=C4)C2.[K+] methanodibenzo[b,d]furan Potassium carbonate